methyl-4-[(1-methylcyclopropyl)amino]-N-[6-(oxetan-4-yl)pyridin-3-yl]furo[2,3-d]pyrimidine-5-carboxamide CC=1N=C(C2=C(N1)OC=C2C(=O)NC=2C=NC(=CC2)C2CCO2)NC2(CC2)C